2-Chloro-5-{[(3,3-dimethylbutyryl)amino]methyl}-N-{1-[4-(trifluoromethoxy)phenyl]-1H-indazol-4-yl}benzamide ClC1=C(C(=O)NC2=C3C=NN(C3=CC=C2)C2=CC=C(C=C2)OC(F)(F)F)C=C(C=C1)CNC(CC(C)(C)C)=O